C(C1CO1)OCCCSCCCOCC1CO1 bis[3-glycidoxypropyl] sulfide